C(CCC)C1N(CC(C1(F)F)N(CC1=CC=CC=C1)CC1=CC=CC=C1)C(=O)OC1COC(C1)CNCCCCCCCCCCCCCCCCC 5-((heptadecylamino)methyl)tetrahydrofuran-3-ol butyl-4-(dibenzylamino)-3,3-difluoropyrrolidine-1-carboxylate